C(C)(C)(C)OC1=NC=C(C(=N1)OC(C)(C)C)C1=CC2=C(N=N1)N(C(N2)=O)C 3-(2,4-Di-t-Butoxypyrimidin-5-yl)-7-methyl-5H-imidazo[4,5-c]pyridazin-6-one